1-(3-cyano-propyl)-3-(2-cyano-ethyl)imidazole C(#N)CCCN1CN(C=C1)CCC#N